4-[4-[(1S)-2-amino-1-hydroxyethyl]pyrazol-1-yl]-3-[2-methyl-6-[3-(trifluoromethyl)phenyl]pyrimidin-4-yl]oxybenzonitrile NC[C@@H](O)C=1C=NN(C1)C1=C(C=C(C#N)C=C1)OC1=NC(=NC(=C1)C1=CC(=CC=C1)C(F)(F)F)C